7-amino-4-methyl-3-oxo-3,4-dihydro-2H-benzo[b][1,4]oxazine-6-carboxylic acid methyl ester COC(=O)C1=CC2=C(OCC(N2C)=O)C=C1N